(3-cyano-4-fluorobenzyl)-(2-carboxyphenyl)-methanone-methoxycarbonyl hydrazone COC(=O)NN=C(C1=C(C=CC=C1)C(=O)O)CC1=CC(=C(C=C1)F)C#N